tert-Butyl 6,6-difluoro-1,4-diazepane-1-carboxylate FC1(CNCCN(C1)C(=O)OC(C)(C)C)F